COC=1C=C(C=C2CCC(OC12)C=1N=C(SC1)C)CN1C=NC=2C1=NC=C(C2)N2CCOCC2 4-(3-((8-methoxy-2-(2-methylthiazol-4-yl)chroman-6-yl)methyl)-3H-imidazo[4,5-b]pyridin-6-yl)morpholine